C(#N)C1=CC=C(C=C1)C1=CN=C(S1)COC1=CC=CC(=N1)C1=CC(=C(CC2=NC3=C(N2C[C@H]2OCC2)C=C(C=C3)C(=O)O)C=C1F)F (S)-2-(4-(6-((5-(4-cyanophenyl)thiazol-2-yl)methoxy)pyridin-2-yl)-2,5-difluorobenzyl)-1-(oxetan-2-ylmethyl)-1H-benzo[d]imidazole-6-carboxylic acid